(6,7-dihydro-5H-pyrazolo[5,1-B][1,3]oxazin-2-yl)methanol N1=C(C=C2OCCCN21)CO